6-(8-oxabicyclo[3.2.1]oct-2-en-3-yl)-4-(((R)-1-(3-(difluoromethyl)-2-fluorophenyl)prop-2-yn-1-yl)amino)-8-methylpyrido[2,3-d]pyrimidin-7(8H)-one C12C=C(CC(CC1)O2)C2=CC1=C(N=CN=C1N[C@H](C#C)C1=C(C(=CC=C1)C(F)F)F)N(C2=O)C